ClC1=C(C=C(C=C1)NC(=O)NC1=CC=C(C=C1)C#N)[N+](=O)[O-] 1-(4-chloro-3-nitrophenyl)-3-(4-cyanophenyl)urea